C(C=C)(=O)N1[C@@H](C[C@H](CC1)N1N=NC=2C(=NC=3C(=C(C(=CC3C21)Cl)C=2C=CC(=C1C=CC=NC21)F)Cl)OC[C@H]2N(CCC2)C)CC#N 2-((2S,4S)-1-acryloyl-4-(6,8-dichloro-7-(5-fluoroquinolin-8-yl)-4-(((S)-1-methylpyrrolidin-2-yl)methoxy)-1H-[1,2,3]triazolo[4,5-c]quinolin-1-yl)piperidin-2-yl)acetonitrile